2''-(3,5-dimethoxyphenyl)dispiro[[1,3]dioxolane-2,1'-cyclohexane-4',1''-indene] COC=1C=C(C=C(C1)OC)C=1C2(C3=CC=CC=C3C1)CCC1(CC2)OCCO1